dihydrothieno[2,3-d]pyrimidine N1CN=CC2=C1SC=C2